CC1=C(C(=CC=C1)C)C1=NC=2NS(C=3C=CC=C(C(N[C@@H](COC(=C1)N2)CCC(C)(C)O)=O)C3)(=O)=O (11R)-6-(2,6-dimethylphenyl)-11-(3-hydroxy-3-methyl-butyl)-2,2-dioxo-9-oxa-2λ6-thia-3,5,12,19-tetrazatricyclo[12.3.1.14,8]nonadeca-1(18),4(19),5,7,14,16-hexaen-13-one